5-chloro-2-methyl-2H-pyrazolo[4,3-b]pyridine-7-carboxylic acid ethyl ester C(C)OC(=O)C=1C=2C(N=C(C1)Cl)=CN(N2)C